3-Fluoro-6-(1-methyl-6-(methyl(tetrahydro-2H-pyran-4-yl)amino)-1H-pyrazolo[4,3-c]pyridazin-3-yl)-4-(trifluoromethyl)benzene-1,2-diol FC1=C(C(=C(C=C1C(F)(F)F)C1=NN(C2=C1N=NC(=C2)N(C2CCOCC2)C)C)O)O